C(C1=CC=CC=C1)[C@H]1N(C(OC1)=O)C([C@H](CCC=O)CC1=CC(=C(C=C1)Cl)F)=O (R)-5-((R)-4-Benzyl-2-oxooxazolidin-3-yl)-4-(4-chloro-3-fluorobenzyl)-5-oxopentanal